FC=1C(=C(C=CC1)C1=CC(CCC1)=O)C=C 3'-fluoro-2'-vinyl-5,6-dihydro-[1,1'-biphenyl]-3(4H)-one